CC1CN(CC(O1)C)C(=O)C=1C2=C(N(N1)CC(=O)N1CCC(CC1)OC1=C(C=CC(=C1)F)C)CCC2 2-[3-(2,6-Dimethylmorpholin-4-carbonyl)-5,6-dihydrocyclopenta[c]pyrazol-1(4H)-yl]-1-[4-(5-fluoro-2-methylphenoxy)piperidin-1-yl]ethan-1-on